COCNC(C=C)=O N-methoxymethyl-acryl-amide